octopin NC(=N)NCCCC(C(=O)O)NC(C)C(=O)O